ClC=1C(=CC(=NC1)NC(=O)C1CCN(CC1)CC1=CC=C(C=C1)C1C(NC(CC1)=O)=O)C1=C2N(N=C1)CC(C2)(C)C N-(5-chloro-4-(5,5-dimethyl-5,6-dihydro-4H-pyrrolo[1,2-b]pyrazol-3-yl)pyridin-2-yl)-1-(4-(2,6-dioxopiperidin-3-yl)benzyl)piperidine-4-carboxamide